C(C1=CC=CC=C1)N(C(COCCCBr)(C)C)CC1=CC=CC=C1 N,N-dibenzyl-1-(3-bromopropoxy)-2-methyl-propan-2-amine